2-(4-chloro-3-fluorophenoxy)acetamidine ClC1=C(C=C(OCC(=N)N)C=C1)F